NC(C(=O)O)(C)C L-α-aminoisobutyric acid